Cl.CS(=O)(=O)CC1=NC=CC(=C1)C1=NOC(=N1)[C@@H](C)N (1R)-1-[3-[2-(methylsulfonylmethyl)-4-pyridyl]-1,2,4-oxadiazol-5-yl]ethanamine hydrochloride